FC=1C=C(C#N)C=C(C1OC1=CC(=C2C(=N1)N(C=N2)C)NC2=NC=C(C=C2)C(=O)N2CCN(CC2)C)F 3,5-difluoro-4-[3-methyl-7-[[5-(4-methylpiperazine-1-carbonyl)pyridin-2-yl]amino]imidazo[4,5-b]pyridin-5-yl]oxybenzonitrile